dipentyloxyheptylethoxymethyl ether C(CCCC)OC(CCCCCCC(OCC)OC(CCCCCCC(OCCCCC)OCCCCC)OCC)OCCCCC